N-(2'-(4,4-difluorocyclohexyl)-3-fluoro-[2,4'-bipyridyl]-3'-yl)-5,6-difluoronicotinamide FC1(CCC(CC1)C1=NC=CC(=C1NC(C1=CN=C(C(=C1)F)F)=O)C1=NC=CC=C1F)F